4-((6-chloronaphthalen-2-yl)oxy)-1H-1,2,3-triazole-5-carboxylic acid ClC=1C=C2C=CC(=CC2=CC1)OC=1N=NNC1C(=O)O